[(1S)-1-[2-(1-methyl-6-oxo-pyridazin-3-yl)-1,2,4-triazol-3-yl]ethyl]ammonium CN1N=C(C=CC1=O)N1N=CN=C1[C@H](C)[NH3+]